(R)-3-(2-(trans-4-(2-Aminoethylamino)-cyclohexyl)acetamido)-2-hydroxy-3,4-dihydro-2H-benzo[e][1,2]oxaborinin NCCN[C@@H]1CC[C@H](CC1)CC(=O)N[C@@H]1B(OC2=C(C1)C=CC=C2)O